(2S,3R)-3-((S or R)-2-(1-(2,5-bis(trifluoromethyl)-benzyl)piperidin-4-yl)-1-methyl-1,2,3,4-tetrahydroquinolin-7-yl)-3-cyclopropyl-2-methyl-propanoic acid FC(C1=C(CN2CCC(CC2)[C@H]2N(C3=CC(=CC=C3CC2)[C@@H]([C@@H](C(=O)O)C)C2CC2)C)C=C(C=C1)C(F)(F)F)(F)F |o1:11|